furanbis-amine O1C(=C(C=C1)N)N